(S)-(2-(1-(azetidin-1-yl)ethyl)-6-fluorophenyl)methylamine N1(CCC1)[C@@H](C)C1=C(C(=CC=C1)F)CN